C(C)C1=C(N=NS1)C(=O)[O-] ethyl-1,2,3-thiadiazole-4-carboxylate